(S)-5-(2,2-difluoro-7-((5-methoxy-7-methyl-1H-indol-4-yl)methyl)-7-azaspiro[3.5]nonan-6-yl)pyridin-2-ol FC1(CC2(C1)C[C@H](N(CC2)CC2=C1C=CNC1=C(C=C2OC)C)C=2C=CC(=NC2)O)F